CC1=CC(=NN1)NC1=NC(=NC(=C1)N1CCOCC1)NC1CC2CCCC(C1)N2CCC#N 3-((3-Exo)-3-((4-((5-methyl-1H-pyrazol-3-yl)amino)-6-morpholinopyrimidin-2-yl)amino)-9-azabicyclo[3.3.1]nonan-9-yl)propionitrile